10H-spiro[acridine-9,9'-xanthene] C1=CC=CC=2OC3=CC=CC=C3C3(C12)C1=CC=CC=C1NC=1C=CC=CC13